C(CCC)N1C(N(C(C(C1=O)=C(N)N)=O)C1CCC(CC1)(CC=1C(NC=CC1)=O)CO)=O 1-Butyl-5-(diaminomethylene)-3-((1s,4s)-4-(hydroxymethyl)-4-((2-oxo-1,2-dihydropyridin-3-yl)methyl)cyclohexyl)pyrimidine-2,4,6(1H,3H,5H)-trione